NC=1C(=NC(=NC1)Cl)NCC1=CC=C(C=C1)N1N=C(C=C1C1CC1)C(C)(C)O 2-[1-(4-[[(5-amino-2-chloropyrimidin-4-yl)amino]methyl]phenyl)-5-cyclopropylpyrazol-3-yl]propan-2-ol